5-(4-(4-((5-hydroxypentyl)oxy)-phenyl)piperidin-1-yl)-3-(trifluoromethyl)pyridinecarbonitrile OCCCCCOC1=CC=C(C=C1)C1CCN(CC1)C=1C=C(C(=NC1)C#N)C(F)(F)F